C(C)OC(=O)C=1C=C(C=CC1)NC(NC=1SC=C(C1C(=O)OC)C)=O methyl 2-(3-(3-(ethoxycarbonyl) phenyl) ureido)-4-methylthiophene-3-carboxylate